(3-(3-(4-chlorophenyl)isoxazol-5-yl)bicyclo[1.1.1]pent-1-yl)carbamic acid tert-butyl ester C(C)(C)(C)OC(NC12CC(C1)(C2)C2=CC(=NO2)C2=CC=C(C=C2)Cl)=O